COC(C[C@@H](C(C)(C)C)N1C(=NC2=C1C=C(C=C2)C(NC)=O)C2=CC(=C1C=NN(C1=C2)C2OCCCC2)F)=O (3S)-3-(2-(4-fluoro-1-(tetrahydro-2H-pyran-2-yl)-1H-indazol-6-yl)-6-(methylcarbamoyl)-1H-benzo[d]imidazol-1-yl)-4,4-dimethylpentanoic acid methyl ester